CC(C(C)NCCCCCCCN)C N-(3-methylbutan-2-yl)heptane-1,7-diamine